NC1=CC=C(C(=C1C(=O)N(C)C)F)C=1C=C2C(=NC1)N(C(=C2CCO)Cl)S(=O)(=O)C2=CC=C(C)C=C2 6-amino-3-[2-chloro-3-(2-hydroxyethyl)-1-(toluene-4-sulfonyl)-1H-pyrrolo[2,3-b]pyridin-5-yl]-2-fluoro-N,N-dimethylbenzamide